C(C1=CC=CC=C1)OCC1OCC=C(C1)O[Si](C)(C)C(C)(C)C ((2-((benzyloxy)methyl)-3,6-dihydro-2H-pyran-4-yl)oxy)(tert-butyl)dimethylsilane